ClC1=CC=C(C=C1)C(C)N1CCN(CC1)S(=O)(=O)C1=CC=C(C=C1)C 1-[1-(4-chlorophenyl)ethyl]-4-(p-tolylsulfonyl)piperazine